C(CC(O)(C(=O)OCCCC)CC(=O)OCCCC)(=O)OCCCC TriButyl Citrate